C1(CC1)C([C@H](NC(=O)C1=CC=NN1CC)C=1N=C2N(N=C(C=C2)CC2(C(NCC(C2)(F)F)=O)C(=O)OC)C1)C1CC1 Methyl 3-((2-((S)-2,2-dicyclopropyl-1-(1-ethyl-1H-pyrazole-5-carboxamido)ethyl)imidazo[1,2-b]pyridazin-6-yl)methyl)-5,5-difluoro-2-oxopiperidine-3-carboxylate